2-amino-6-borono-2-(1-(3-(2,4-difluorophenyl)propyl)piperidin-4-yl)hexanoic acid NC(C(=O)O)(CCCCB(O)O)C1CCN(CC1)CCCC1=C(C=C(C=C1)F)F